C(CC)[Si](OCC)(OCC)CC1=CC=CC=C1 propyl-(benzyl)diethoxysilane